2-isobutyl-4,5-dimethyl-thiazole tert-butyl-4-(3-amino-5-chlorophenyl)piperazine-1-carboxylate C(C)(C)(C)OC(=O)N1CCN(CC1)C1=CC(=CC(=C1)Cl)N.C(C(C)C)C=1SC(=C(N1)C)C